ClC=1C=C(C=CC1)C(CO)NC(=O)C1=CN(C=C1)C1=NC(=NC=C1C)NC1=CC=C(C=C1)N1CCOCC1 N-(1-(3-chlorophenyl)-2-hydroxyethyl)-1-(5-methyl-2-((4-morpholinophenyl)amino)pyrimidin-4-yl)-1H-pyrrole-3-carboxamide